6-isopropyl-3-oxo-2-(4-(trifluoromethyl)phenyl)-2,3,4,5-tetrahydropyridazine-4-carboxylic acid methyl ester COC(=O)C1C(N(N=C(C1)C(C)C)C1=CC=C(C=C1)C(F)(F)F)=O